N-(6-chloropyrimidin-4-yl)-3-{4-[(3-methyl-2-oxooxolan-3-yl)methyl]piperazin-1-yl}propanamide ClC1=CC(=NC=N1)NC(CCN1CCN(CC1)CC1(C(OCC1)=O)C)=O